FC(COP1(OCCO1)=O)(F)F 2-(2,2,2-trifluoroethoxy)-1,3,2-dioxaphospholane-2-oxide